N-(3-(4-amino-3-(4-phenoxyphenyl)-1H-pyrazolo[3,4-D]pyrimidine-1-yl)-1-piperidyl)-N-ethylacrylamide NC1=C2C(=NC=N1)N(N=C2C2=CC=C(C=C2)OC2=CC=CC=C2)C2CN(CCC2)N(C(C=C)=O)CC